C(=O)C(CCC#N)CCCCC=O 4,8-diformyloctanenitrile